12-methyltridecane CC(CCCCCCCCCCC)C